NC=1C(=NC=CN1)C(=O)NCC1=NOC(C1)(C(=O)OC)CC1=CC=CC=C1 Methyl 3-((3-aminopyrazine-2-carboxamido)methyl)-5-benzyl-4,5-dihydroisoxazole-5-carboxylate